S(=O)(=O)(OCO)OCO.[P] phosphorus dimethylol sulfate